(R)-6-(2-(2-bromophenyl)morpholino)-2-isopropylpyrimidin-4-amine BrC1=C(C=CC=C1)[C@H]1OCCN(C1)C1=CC(=NC(=N1)C(C)C)N